3-(5-(1,3-dioxolan-2-yl)-6-methoxypyridin-3-yl)-4,4-difluoropiperidine-1-carboxylic acid benzyl ester C(C1=CC=CC=C1)OC(=O)N1CC(C(CC1)(F)F)C=1C=NC(=C(C1)C1OCCO1)OC